5-(2,5-difluorobenzyl)-N-(4-morpholinophenyl)-1H-pyrazolo[3,4-b]pyridin-3-amine FC1=C(CC=2C=C3C(=NC2)NN=C3NC3=CC=C(C=C3)N3CCOCC3)C=C(C=C1)F